C1(CCCCC1)OC1=CC=C(C=N1)CNC(=O)[C@H]1N(C[C@@H](C1)O)C([C@H](C(C)(C)C)N1N=NC(=C1)C1CC1)=O (2S,4r)-N-[[6-(cyclohexyloxy)-3-pyridinyl]methyl]-1-[(2S)-2-(4-cyclopropyltriazol-1-yl)-3,3-dimethyl-butyryl]-4-hydroxy-pyrrolidine-2-carboxamide